1-((2-butyloctyl)oxy)-1-oxononadecan-10-yl-1-methylpiperidine-4-carboxylate C(CCC)C(COC(CCCCCCCCC(CCCCCCCCC)OC(=O)C1CCN(CC1)C)=O)CCCCCC